C(C)(C)(C)NC(=O)NC=1C=CC2=C(O[C@H](C(N2[C@@H](C)C2=CC=CC=C2)=O)C)C1 1-(tert-butyl)-3-((S)-2-methyl-3-oxo-4-((S)-1-phenylethyl)-3,4-dihydro-2H-benzo[b][1,4]oxazin-7-yl)urea